disodium 4,7-diphenyl-1,10-phenanthroline-3,8-disulfonate trihydrate O.O.O.C1(=CC=CC=C1)C1=C(C=NC2=C3N=CC(=C(C3=CC=C12)C1=CC=CC=C1)S(=O)(=O)[O-])S(=O)(=O)[O-].[Na+].[Na+]